(3R*,4R*)-1-Cyclopropylmethyl-4-{[1-(2,4-difluoro-phenyl)-1H-[1,2,3]triazole-4-carbonyl]-amino}-piperidine-3-carboxylic acid (1-pyridin-2-yl-cyclopropyl)-amide N1=C(C=CC=C1)C1(CC1)NC(=O)[C@@H]1CN(CC[C@H]1NC(=O)C=1N=NN(C1)C1=C(C=C(C=C1)F)F)CC1CC1 |o1:12,17|